(4-(9H-carbazol-9-yl)phenyl)boric acid C1=CC=CC=2C3=CC=CC=C3N(C12)C1=CC=C(C=C1)OB(O)O